3-(4-amino-3-methylbenzyl)-7-(2-furyl)-3H-(1,2,3)triazolo(4,5-d)pyrimidine-5-amine NC1=C(C=C(CN2N=NC3=C2N=C(N=C3C=3OC=CC3)N)C=C1)C